tert-butyl (R)-3-(2-fluoro-N-(8-methylisoquinolin-1-yl)-4-(pyrimidin-2-ylamino)benzamido)piperidine-1-carboxylate FC1=C(C(=O)N(C2=NC=CC3=CC=CC(=C23)C)[C@H]2CN(CCC2)C(=O)OC(C)(C)C)C=CC(=C1)NC1=NC=CC=N1